androstan-16-en-3-one C[C@@]12C=CC[C@H]1[C@@H]1CCC3CC(CC[C@]3(C)[C@H]1CC2)=O